5-(trifluoromethyl)isoindoline HCl salt Cl.FC(C=1C=C2CNCC2=CC1)(F)F